3-(4-((3-(2-(3-(3',6'-dihydroxy-3-oxo-3H-spiro[isobenzofuran-1,9'-xanthen]-5-yl)thioureido)ethoxy)propanoyl)thio)phenyl)propanoic acid OC=1C=CC=2C3(C4=CC=C(C=C4OC2C1)O)OC(C1=CC(=CC=C13)NC(NCCOCCC(=O)SC1=CC=C(C=C1)CCC(=O)O)=S)=O